6-(4-fluorophenyl)-8-[(5-methyl-1,2,4-oxadiazol-3-yl)methoxy]-N-[(6-methylpyridazin-3-yl)methyl]quinazolin-4-amine FC1=CC=C(C=C1)C=1C=C2C(=NC=NC2=C(C1)OCC1=NOC(=N1)C)NCC=1N=NC(=CC1)C